tert-butyl (R)-(2-(3-((4-(6-(5-(3-hydroxy-1-methyl-2-oxopyrrolidin-3-yl)isoxazol-3-yl)pyridin-2-yl)pyrimidin-2-yl)amino)-1H-pyrazol-1-yl)ethyl)carbamate O[C@@]1(C(N(CC1)C)=O)C1=CC(=NO1)C1=CC=CC(=N1)C1=NC(=NC=C1)NC1=NN(C=C1)CCNC(OC(C)(C)C)=O